OC[C@H](C)NC1=NC(=CC(=N1)NC(C1=C(C=C(C=C1)S(=O)(=O)C)N1CCC2(CC2)CC1)=O)C (S)-N-(2-((1-Hydroxypropan-2-yl)amino)-6-methylpyrimidin-4-yl)-4-(methylsulfonyl)-2-(6-azaspiro[2.5]octan-6-yl)benzamide